BrC=1C=C(C(=C(O[C@@]2(C[C@H](N(C2)C(=O)OCCCC)C(N)=O)C(N)=O)C1)I)F r-butyl (2S,4R)-4-(5-bromo-3-fluoro-2-iodophenoxy)-2,4-dicarbamoylpyrrolidine-1-carboxylate